3-(((2R)-1-(but-3-en-2-yl)pyrrolidin-2-yl)methyl)-5-fluoro-1H-indole CC(C=C)N1[C@H](CCC1)CC1=CNC2=CC=C(C=C12)F